OC[C@H]1OCC(CN(C1)C(=O)OC(C)(C)C)C tert-butyl (2S)-2-(hydroxymethyl)-6-methyl-1,4-oxazepane-4-carboxylate